2-(3-(7-chloro-6-(7-hydroxybenzo[b]thiophen-2-yl)-2-oxo-1,2-dihydroquinolin-3-yl)phenyl)acetic acid ethyl ester C(C)OC(CC1=CC(=CC=C1)C=1C(NC2=CC(=C(C=C2C1)C1=CC2=C(S1)C(=CC=C2)O)Cl)=O)=O